(2R)-N-{3-[(2-cyclopropyl-6-fluoro-4-{[(2Z)-imidazolidin-2-ylidene]carbamoyl}phenyl)amino]phenyl}-5-oxopyrrolidine-2-carboxamide C1(CC1)C1=C(C(=CC(=C1)C(N=C1NCCN1)=O)F)NC=1C=C(C=CC1)NC(=O)[C@@H]1NC(CC1)=O